FC(C(=O)N([C@@H]1[C@@H](N[C@@H](C1)C)COC1CC2CC2(CC1)C1=NC=CC=N1)CC1=CC=C(C=C1)OC)(F)F 2,2,2-trifluoro-N-(4-methoxybenzyl)-N-((2R,3S,5R)-5-methyl-2-(((6-(pyrimidin-2-yl)bicyclo[4.1.0]heptan-3-yl)oxy)methyl)pyrrolidin-3-yl)acetamide